2-[4-chloro-3-(difluoromethyl)phenoxy]-N-[(3s,6r)-6-{5-[2-(trifluoromethoxy)ethoxy]-1,3,4-oxadiazol-2-yl}piperidin-3-yl]acetamide ClC1=C(C=C(OCC(=O)N[C@@H]2CN[C@H](CC2)C=2OC(=NN2)OCCOC(F)(F)F)C=C1)C(F)F